2-(trimethylsilyl)ethyl-N-{(2R)-2-amino-3-oxo-3-[2-(trimethyl-silyl)ethoxy] propyl}-N2-(bromoacetyl)-L-alpha-asparaginat C[Si](CCOC(C[C@H](N(C(CBr)=O)C[C@H](C(OCC[Si](C)(C)C)=O)N)C(N)=O)=O)(C)C